(S)-1-(3-(4-amino-7-(cyclopropanecarbonyl)-3-((1-cyclopropyl-6-fluoro-1H-benzo[d]imidazol-5-yl)ethynyl)-1H-pyrazolo[4,3-c]pyridin-1-yl)pyrrolidin-1-yl)prop-2-en-1-one NC1=NC=C(C2=C1C(=NN2[C@@H]2CN(CC2)C(C=C)=O)C#CC2=CC1=C(N(C=N1)C1CC1)C=C2F)C(=O)C2CC2